P(=O)(OC(CCCC)C)([O-])[O-] D-5-hexyl phosphate